octyl-triethoxysilanol C(CCCCCCC)O[Si](OCC)(OCC)OCC